CO/N=C(/CC1=CN=CC=C1)\\C2=C(C=C(C=C2)Cl)Cl The molecule is an oxime O-ether that is the O-methyloxime of 2',4'-dichloro-2-(3-pyridyl)acetophenone. A fungicide used for control of powdery mildew, scab and other fungal pathogens on a range of crops. It has a role as an EC 1.14.13.70 (sterol 14alpha-demethylase) inhibitor and an antifungal agrochemical. It is a dichlorobenzene, an oxime O-ether and a member of pyridines.